6-(benzo[d][1,3]dioxol-5-yl)-6,8,9,10-tetrahydrobenzo[c][1,7]phenanthrolin-7(5H)-one O1COC2=C1C=CC(=C2)C2NC=1C3=CC=CN=C3C=CC1C1=C2C(CCC1)=O